methyl-tri(2-ethyl-acetoxy)silane C[Si](OC(CCC)=O)(OC(CCC)=O)OC(CCC)=O